1-methyl-4,5,6,7-tetrahydro-1H-imidazo[4,5-c]pyridine-2-carboxylic acid CN1C(=NC=2CNCCC21)C(=O)O